tri-hydroxycyclotriphosphazene 2-[2-[2-[2-[2,3-bis[8-(1-octylnonoxy)-8-oxo-octoxy]propoxy]ethoxy]ethoxy]ethoxy]ethyl-1-methylpiperidine-4-carboxylate C(CCCCCCC)C(CCCCCCCC)OC(CCCCCCCOC(COCCOCCOCCOCCOC(=O)C1CCN(CC1)C)COCCCCCCCC(OC(CCCCCCCC)CCCCCCCC)=O)=O.OP1=NP(=NP(=N1)O)O